C1(CC1)C=1N=NN(C1)[C@H](C(=O)N1[C@@H](C[C@H](C1)O)C(=O)NC1CC(CC1)C1=NC(=NO1)CC)C(C)(C)C (2S,4R)-1-[(2S)-2-(4-cyclopropyltriazol-1-yl)-3,3-dimethyl-butanoyl]-N-[3-(3-ethyl-1,2,4-oxadiazol-5-yl)cyclopentyl]-4-hydroxy-pyrrolidine-2-carboxamide